4-[2-(cyclopentyloxy)-3-pyridinyl]-2,6-difluoro-aniline C1(CCCC1)OC1=NC=CC=C1C1=CC(=C(N)C(=C1)F)F